[Si](C)(C)(C(C)(C)C)OCCCN(C(=O)C=1NC2=CC=CC=C2C1Cl)[C@H](C)C1=CNC(C2=CC(=C(C=C12)F)F)=O |r| Racemic-N-(3-((tert-butyldimethylsilyl)oxy)propyl)-3-chloro-N-(1-(6,7-difluoro-1-oxo-1,2-dihydroisoquinolin-4-yl)ethyl)-1H-indole-2-carboxamide